C(C=C)C=1C=C(C=CC1O)C(C)=O 3'-allyl-4'-hydroxyacetophenone